ClC1=CC2=C(N(C(N=C2N2[C@H](CN(CC2)C(=O)OC(C)(C)C)C)=O)C2=C(C=NN2C(C)C)C)N=C1Cl (S)-tert-butyl 4-(6,7-dichloro-1-(1-isopropyl-4-methyl-1H-pyrazol-5-yl)-2-oxo-1,2-dihydropyrido[2,3-d]pyrimidin-4-yl)-3-methylpiperazine-1-carboxylate